1-(7-((4-hydroxyphenyl)amino)-2,6-naphthyridin-1-yl)piperidine-4-carbonitrile OC1=CC=C(C=C1)NC1=NC=C2C=CN=C(C2=C1)N1CCC(CC1)C#N